NC=1C(=NC(=CN1)C1=CC=C(C=C1)C)C(=O)NC1=CC=C(C=C1)CS(N)(=O)=O 3-amino-N-(4-(sulfamoylmethyl)phenyl)-6-p-tolylpyrazine-2-carboxamide